4-nonyloxymethoxy-1-methylbutylmagnesium chloride C(CCCCCCCC)OCOCCCC(C)[Mg]Cl